N-α-Fmoc-L-Lysine C1=CC=C2C(=C1)C(C3=CC=CC=C32)COC(=O)NC(CCCCN)C(=O)O